4-[4-Cyano-6-(4-cyano-benzyl)-3-hydroxy-pyridin-2-yl]-4-oxo-butyric acid ethyl ester C(C)OC(CCC(=O)C1=NC(=CC(=C1O)C#N)CC1=CC=C(C=C1)C#N)=O